1-fluoro-4-((1r,2r)-1-methyl-2-((E)-styryl)cyclopropyl)benzene FC1=CC=C(C=C1)[C@]1([C@H](C1)\C=C\C1=CC=CC=C1)C